5-(2-hydroxyethyl)-2-methylaniline OCCC=1C=CC(=C(N)C1)C